2-ethyl-4,5,6,7-tetrahydro-1-benzofuran-3-carboxylic acid C(C)C=1OC2=C(C1C(=O)O)CCCC2